N-(3-(3,5-difluorobenzyl)-5-(6-methyl-7-oxo-6,7-dihydro-1H-pyrrolo[2,3-c]pyridin-4-yl)-3H-imidazo[4,5-b]pyridin-7-yl)ethanesulfonamide FC=1C=C(CN2C=NC=3C2=NC(=CC3NS(=O)(=O)CC)C=3C2=C(C(N(C3)C)=O)NC=C2)C=C(C1)F